1-(pyrazin-2-yl)-5-(trifluoromethyl)-1H-pyrazol-4-amine hydrochloride Cl.N1=C(C=NC=C1)N1N=CC(=C1C(F)(F)F)N